methyl 2-(benzhydrylideneamino)-2-[1-[(4-methoxyphenyl)methyl]-2-oxo-4-quinolyl]acetate C(C1=CC=CC=C1)(C1=CC=CC=C1)=NC(C(=O)OC)C1=CC(N(C2=CC=CC=C12)CC1=CC=C(C=C1)OC)=O